6-bromo-3,4-dihydro-2H-1-benzothiine BrC=1C=CC2=C(CCCS2)C1